BrC=1C=CC(=C(O[C@H](C(=O)[O-])CO[Si](C)(C)C(C)(C)C)C1)F (2S)-2-(5-bromo-2-fluorophenoxy)-3-[(tert-butyldimethylsilyl)oxy]propanoate